2-(Difluoromethoxy)pyridine-4-carboxamide FC(OC1=NC=CC(=C1)C(=O)N)F